(S)-2-fluoro-4-(3-(methylamino)-3-(3-(trifluoromethyl)phenethyl)-piperidin-1-yl)-N-(pyrimidin-4-yl)benzenesulfonamide FC1=C(C=CC(=C1)N1C[C@@](CCC1)(CCC1=CC(=CC=C1)C(F)(F)F)NC)S(=O)(=O)NC1=NC=NC=C1